C(C)N1C(=NC2=CC(=C(C=C2C1=O)F)F)C(CCC)N1CCN(CCC1)CC 3-ethyl-2-(1-(4-ethyl-1,4-diazepan-1-yl)butyl)-6,7-difluoroquinazolin-4(3H)-one